ClC1=CNC=2C1=NC(=CC2CNC2(CCC2)C)C(=O)O 3-chloro-7-(((1-methylcyclobutyl)amino)methyl)-1H-pyrrolo[3,2-b]pyridine-5-carboxylic acid